ClC1=C(N=C(NC1=O)C=1C=NNC1C(F)(F)F)C1CCOCC1 5-chloro-4-tetrahydropyran-4-yl-2-[5-(trifluoromethyl)-1H-pyrazol-4-yl]-1H-pyrimidin-6-one